NC1=NC=NN2C1=C(C=C2C=2C=C(C=NC2)C(=O)N[C@@H]2CN(C[C@@H]2F)C([C@@](C(F)(F)F)(C)O)=O)C(F)(F)F 5-[4-amino-5-(trifluoromethyl)pyrrolo[2,1-f][1,2,4]triazin-7-yl]-N-[(3R,4S)-4-fluoro-1-[(2R)-3,3,3-trifluoro-2-hydroxy-2-methylpropanoyl]pyrrolidin-3-yl]pyridine-3-carboxamide